(S)-3,3,3-trifluoropropyl 2-((tert-butoxycarbonyl)amino)propanoate C(C)(C)(C)OC(=O)N[C@H](C(=O)OCCC(F)(F)F)C